CC1=CC=CC(=N1)C1=NC=CC(=N1)NC1=NC(=NC=C1)NC1=CC=C(CN2C[C@@H](CCC2)C(=O)O)C=C1 (R)-1-(4-((4-((2-(6-methylpyridin-2-yl)pyrimidin-4-yl)amino)pyrimidin-2-yl)amino)benzyl)piperidine-3-carboxylic acid